1-Propyl-2-ethylpyrrolium fluorid [F-].C(CC)[NH+]1C(=CC=C1)CC